6-(1-penten-5-yloxy)carbonylamino-3-(isobutyl)aminomethyl-1,2,3,4-tetrahydro-9H-carbazole malonate C(CC(=O)O)(=O)O.C=CCCCOC(=O)NC=1C=C2C=3CC(CCC3NC2=CC1)CNCC(C)C